C1(=CC=CC=C1)C(C)N=C=O 1-Phenylethylisocyanat